ethyl 6-tert-butyl-9-(1,3-dimethyl-1H-pyrazol-5-yl)-10-methoxy-2-oxo-6,7-dihydro-2H-pyrido[2,1-a]isoquinoline-3-carboxylate C(C)(C)(C)C1N2C(C3=CC(=C(C=C3C1)C1=CC(=NN1C)C)OC)=CC(C(=C2)C(=O)OCC)=O